(3β)-7-dehydrocholesterol C[C@H](CCCC(C)C)[C@H]1CC[C@@H]2[C@@]1(CC[C@H]3C2=CC=C4[C@@]3(CC[C@@H](C4)O)C)C